tert-butyl (1-(2-((4-((3-(4-(difluoromethoxy)phenyl) imidazo[1,2-a]pyrazin-8-yl)amino)-2-methylphenyl)amino)-2-oxoethyl)pyrrolidin-3-yl)carbamate FC(OC1=CC=C(C=C1)C1=CN=C2N1C=CN=C2NC2=CC(=C(C=C2)NC(CN2CC(CC2)NC(OC(C)(C)C)=O)=O)C)F